1,1,1,3,3,3-hexafluoro-2,2-bis{4'-(3,4-dicarboxyphenoxy)phenyl}Propane FC(C(C(F)(F)F)(C1=CC=C(C=C1)OC1=CC(=C(C=C1)C(=O)O)C(=O)O)C1=CC=C(C=C1)OC1=CC(=C(C=C1)C(=O)O)C(=O)O)(F)F